C1(CC1)C(=O)NC1=NC=C(C(=O)N)C(=C1)NC1=C(C(=CC=C1)C=1C=NN(C1)[C@@H]1CC2(C[C@@H]1OC)CCCC2)OC 6-(cyclopropanecarboxamido)-4-((2-methoxy-3-(1-((2R,3S)-3-methoxyspiro[4.4]nonan-2-yl)-1H-pyrazol-4-yl)phenyl)amino)nicotinamide